CC1=C(C(=O)OCC2=NN=CN2CCOC)C=CC(=C1)C(=O)C1=CC=C2C(=CC=CN12)C1=CC2=C(N(C=N2)C)C=C1C(F)(F)F (4-(2-methoxyethyl)-4H-1,2,4-triazol-3-yl)methanol methyl-4-(8-(1-methyl-6-(trifluoromethyl)-1H-benzo[d]imidazol-5-yl)indolizine-3-carbonyl)benzoate